C(N)(=O)C1C(CCCC1)NC([C@@H](N)CCCCN)=O N-(2-carbamoylcyclohexyl)-L-lysinamide